N1(N=CC=C1)CC=1C=CC(=NC1OC)C(=O)NS(=O)(=N)C1=C(C=CC=C1OC)OCC 5-((1H-pyrazol-1-yl)methyl)-N-(2-ethoxy-6-methoxyphenylsulfonimidoyl)-6-methoxypicolinamide